ClC=1C=C(C=C(C1OC1=NC=NC(=C1)C(C)C)Cl)N1N=C(C(NC1=O)=O)C#N 2-(3,5-dichloro-4-((6-isopropylpyrimidin-4-yl)oxy)phenyl)-3,5-dioxo-2,3,4,5-tetrahydro-1,2,4-triazine-6-carbonitrile